COC1=CC=C(C=C1)CC1=NC=2C=CC=C(C2C(=N1)N)N [(4-methoxyphenyl)methyl]quinazoline-4,5-diamine